3,5-dichloro-N-(6-(4-(trifluoromethyl)phenethyl)-6-azaspiro[2.5]oct-1-yl)benzamide ClC=1C=C(C(=O)NC2CC23CCN(CC3)CCC3=CC=C(C=C3)C(F)(F)F)C=C(C1)Cl